neopentanetriol CC(C)(C)C(O)(O)O